C(C)(=O)C1=C(C=C(C=C1)Cl)C1=CC(N(C=C1OC)C(C(=O)NC=1C=NC(=CC1)OC)CCOC(C)(C)C)=O 2-(4-(2-acetyl-5-chlorophenyl)-5-methoxy-2-oxopyridin-1(2H)-yl)-4-(tert-butoxy)-N-(6-methoxypyridin-3-yl)butanamide